FC1=C(C(=O)NC)C=C(C=C1O)N1N=C(C=2C1=CN=C(C2)N2C1(CC1)COCC2)C 2-Fluoro-3-hydroxy-N-methyl-5-(3-methyl-5-(7-oxa-4-azaspiro[2.5]octan-4-yl)-1H-pyrazolo[3,4-c]pyridin-1-yl)benzamide